(1S,2R,4R,6S)-2-(hydroxymethyl)-2-(methoxymethyl)-6-methylquinuclidin-3-one OC[C@@]1(N2[C@H](C[C@H](C1=O)CC2)C)COC